7-(1-Benzylpiperidin-3-yl)-2-methyl-3-(3-methylpyridin-4-yl)pyrazolo[1,5-a]pyrimidine C(C1=CC=CC=C1)N1CC(CCC1)C1=CC=NC=2N1N=C(C2C2=C(C=NC=C2)C)C